N1=C(C=CC=C1)CNC(C1=CC=CC=C1)=O N-[(pyridin-2-yl)methyl]benzamide